O=S1(CC2=C(C1)C=C(C=C2)C=2CCN(CC2)C(=O)OC(C)(C)C)=O tert-Butyl 4-(2,2-dioxido-1,3-dihydrobenzo[c]thiophen-5-yl)-3,6-dihydropyridine-1(2H)-carboxylate